2-(4-(6-fluoroquinolin-4-yl)-1-hydroxycyclohexyl)acetic acid FC=1C=C2C(=CC=NC2=CC1)C1CCC(CC1)(O)CC(=O)O